tert-butyl 4-[2-([[3-(2,6-dimethoxyphenyl)-1-[[2-(trimethylsilyl)ethoxy]methyl]pyrrolo[2,3-b]pyridin-6-yl]carbamoyl]amino)ethyl]piperazine-1-carboxylate COC1=C(C(=CC=C1)OC)C1=CN(C2=NC(=CC=C21)NC(=O)NCCN2CCN(CC2)C(=O)OC(C)(C)C)COCC[Si](C)(C)C